(2-amino-5-methylthiazol-4-yl)indoline-1-carboxylic acid tert-butyl ester C(C)(C)(C)OC(=O)N1C(CC2=CC=CC=C12)C=1N=C(SC1C)N